1-(4-mercaptophenyl)ethan-1-one [2-[[3-(2,6-dioxo-3-piperidyl)phenyl]methyl]-2-azaspiro[3.3]heptan-6-yl]methyl-methanesulfonate O=C1NC(CCC1C=1C=C(C=CC1)CN1CC2(C1)CC(C2)CCS(=O)(=O)O)=O.SC2=CC=C(C=C2)C(C)=O